NC1=C(C=C(C=C1)C)NCCC(=O)O 3-((2-amino-5-methylphenyl)amino)propionic acid